CC(CC)N1CCC(CC1)N1CCN(CCC1)C1=CC=CC(=N1)C(=O)NCC1CC1 6-{4-[1-(Butan-2-yl)piperidin-4-yl]-1,4-diazepan-1-yl}-N-(cyclopropylmethyl)pyridine-2-carboxamide